S1C=NC2=C1C=CC(=C2)[C@H](C)N2CCN(CC2)C2=NC=C(C=N2)[S@](=O)(=NC)C (S)-(2-(4-((S)-1-(benzo[d]thiazol-5-yl)ethyl)piperazin-1-yl)pyrimidin-5-yl)(methyl)(methylimino)-λ6-sulfanone